4-(7-(2-chlorophenyl)imidazo[5,1-b]oxazol-5-yl)benzoic acid ClC1=C(C=CC=C1)C=1N=C(N2C1OC=C2)C2=CC=C(C(=O)O)C=C2